ClC1(NC(=CN=C1)C1=CC(=C(C=C1)F)F)OCCC 2-chloro-6-(3,4-difluorophenyl)pyrazinemonooxypropane